FC(OC1=CC=C(C=C1)C1=CC=C(C=C1)C(CCC)N1C=NC=C1C(=O)OC)(F)F Methyl 1-(1-(4'-(trifluoromethoxy)-[1,1'-biphenyl]-4-yl) butyl)-1H-imidazole-5-carboxylate